2-(4-(6,7-dihydro-5H-pyrrolo[1,2-b][1,2,4]triazol-2-yl)piperidin-1-yl)benzo[d]thiazole-6-carboxylic acid N1=C2N(N=C1C1CCN(CC1)C=1SC3=C(N1)C=CC(=C3)C(=O)O)CCC2